5,6a-epoxycholestan CC(C)CCC[C@@H](C)[C@H]1CC[C@H]2[C@@H]3C[C@H]4C5(CCCC[C@]5(C)[C@H]3CC[C@]12C)O4